meta-tolyl peroxide C1(=CC(=CC=C1)OOC=1C=C(C=CC1)C)C